FC1=C(CN2CCN(C3=CC=CC=C23)C(=O)NC2CCN(CC2)C)C=CC=C1 4-(2-fluorobenzyl)-N-(1-methylpiperidin-4-yl)-3,4-dihydroquinoxaline-1(2H)-carboxamide